(R)-4-(4-(3-methylmorpholino)-2-(1H-pyrrolo[2,3-b]pyridin-4-yl)thieno[3,2-d]pyrimidin-7-yl)tetrahydro-2H-pyran-4-ol C[C@@H]1COCCN1C=1C2=C(N=C(N1)C1=C3C(=NC=C1)NC=C3)C(=CS2)C2(CCOCC2)O